ClC1=C(N(C(C2=C(C=CC=C12)C#CC=1SC=CC1)=O)C1=CC=CC=C1)[C@H](C)NC=1C2=C(N=CN1)N(C=CC2=O)CC2=CC=C(C=C2)OC (S)-4-((1-(4-chloro-1-oxo-2-phenyl-8-(thiophen-2-ylethynyl)-1,2-dihydroisoquinolin-3-yl)ethyl)amino)-8-(4-methoxybenzyl)pyrido[2,3-d]pyrimidin-5(8H)-one